[(3R,9aS)-3-(3-chloro-4-oxazol-5-yl-phenyl)-3,4,6,7,9,9a-hexahydro-1H-pyrazino[2,1-c][1,4]oxazin-8-yl]-(2-chloro-3-methoxy-phenyl)methanone ClC=1C=C(C=CC1C1=CN=CO1)[C@@H]1CN2[C@H](CO1)CN(CC2)C(=O)C2=C(C(=CC=C2)OC)Cl